Triethyl-(dimethylamino)germanium C(C)[Ge](N(C)C)(CC)CC